C1CC(=O)N(C1=O)OC(=O)CCSSCCC(=O)ON2C(=O)CCC2=O Dithiobis[succinimidyl propionate]